[Cl-].C(CCCCCCCCCCC\C=C/CCCCCCCC)[N+](C)(CCO)CCO erucyl-bis(2-hydroxyethyl)methyl-ammonium chloride